BrC=1C(=NC2=CC=CC=C2C1)N1CCNCC1 3-bromo-2-piperazin-1-yl-quinoline